NC1=NC=2C=CC(=CC2C2=C1COC2)C(=O)N2CC(OC[C@@H]2C2=NC=C(C=C2)C(F)(F)F)(C)C (4-amino-1,3-dihydrofuro[3,4-c]quinolin-8-yl)((5S)-2,2-dimethyl-5-(5-(trifluoromethyl)-2-pyridinyl)-4-morpholinyl)methanone